(2-butyl-1-benzofuran-3-yl)[4-(2-hydroxyethoxy)-3,5-diiodophenyl]methanone C(CCC)C=1OC2=C(C1C(=O)C1=CC(=C(C(=C1)I)OCCO)I)C=CC=C2